2-(3-((3aS,7aR)-7a-fluoro-1-oxooctahydro-2H-pyrrolo[3,4-c]pyridin-2-yl)phenyl)-2-methylpropanoic acid F[C@@]12[C@@H](CNCC1)CN(C2=O)C=2C=C(C=CC2)C(C(=O)O)(C)C